F[C@H]1C[C@H](N2N=C(N=C21)C(=O)[C@H]2[C@@H](C2)C#N)C2=CC=CC=C2 trans-2-[(5S,7S)-7-fluoro-5-phenyl-6,7-dihydro-5H-pyrrolo[1,2-b][1,2,4]triazole-2-carbonyl]cyclopropanecarbonitrile